N-(5-(4-(4-cyanophenyl)piperidine-1-carbonyl)-2-methylpyridin-3-yl)pyrrolidine-1-carboxamide C(#N)C1=CC=C(C=C1)C1CCN(CC1)C(=O)C=1C=C(C(=NC1)C)NC(=O)N1CCCC1